ClC=1C=C(C=C(C1)Cl)N1CC(CC1=O)(C(=O)NCC1=CC(=NC=C1)OC(C)C)C 1-(3,5-dichlorophenyl)-N-[(2-isopropyloxypyridin-4-yl)methyl]-3-methyl-5-oxopyrrolidine-3-carboxamid